3,3-dimethyl-N-(4-((4-(trifluoromethyl)benzyl)amino)phenyl)butanamide CC(CC(=O)NC1=CC=C(C=C1)NCC1=CC=C(C=C1)C(F)(F)F)(C)C